Nα-methylvaline CN[C@@H](C(C)C)C(=O)O